(S)-5-cyclopropyl-2-((2-(3,6-dihydro-2H-pyran-4-yl)-3-((1,1,1-trifluoropropan-2-yl)oxy)pyridin-4-yl)amino)benzoic acid C1(CC1)C=1C=CC(=C(C(=O)O)C1)NC1=C(C(=NC=C1)C=1CCOCC1)O[C@H](C(F)(F)F)C